ClC1=C(C(=CC(=C1)[N+](=O)[O-])CN1C[C@@H](C[C@@H](C1)C)C)O 2-Chloro-6-(((3R,5S)-3,5-dimethylpiperidin-1-yl)methyl)-4-nitrophenol